1-(tert-butyl)-3-((R)-2-methyl-3-oxo-4-((S)-1-phenylethyl)-3,4-dihydro-2H-benzo[b][1,4]oxazin-7-yl)urea C(C)(C)(C)NC(=O)NC=1C=CC2=C(O[C@@H](C(N2[C@@H](C)C2=CC=CC=C2)=O)C)C1